C(CCCCCCCCC)(=O)OCC(C(C(COC(CCCCCCCCC)=O)OC(CCCCCCCCC)=O)OCCCCN(C)C)OC(CCCCCCCCC)=O.BrC1=C(C=C(CO[Si](C)(C)C(C)(C)C)C=C1)C ((4-Bromo-3-methylbenzyl)oxy)(tert-butyl)dimethylsilane 3-(4-(dimethylamino)butoxy)pentane-1,2,4,5-tetrayl tetrakis(decanoate)